C(CCCCCCCCC)N(C(CCCN(C)C)=O)C(CCCCCCCCC(=O)OC(CCCCCC)CCCCCC)CCCCCCCCC(=O)OC(CCCCCC)CCCCCC DI(TRIDECAN-7-YL) 10-(N-DECYL-4-(DIMETHYLAMINO)BUTANAMIDO)NONADECANEDIOATE